2-(4-bromomethylphenyl)-1-cyclopropyl-4-trifluoromethyl-1H-imidazole BrCC1=CC=C(C=C1)C=1N(C=C(N1)C(F)(F)F)C1CC1